C(C)C1CCN(CC1)C1=C(C(=O)NC2=CC(=CC=C2)S(=O)(=O)N2CCCCC2)C=CC=N1 2-(4-ethylpiperidin-1-yl)-N-(3-(piperidin-1-ylsulfonyl)phenyl)nicotinamide